FC1=C(C(=C(C(=C1[Co])F)F)F)F (pentafluorophenyl)cobalt